2-(4-chlorophenoxy)-1-(4-pyridyl)ethanone ClC1=CC=C(OCC(=O)C2=CC=NC=C2)C=C1